2,4,6-cyclohexanetricarboxylic acid cyclohexyl ester C1(CCCCC1)OC(=O)C1CC(CC(C1)C(=O)O)C(=O)O